[Si](C)(C)(C(C)(C)C)OCCNC(C(=O)C=1C=C(C=CC1F)C=1C(=C(C(=O)N)C=C(C1C1CC1)C(F)(F)F)OC1=C(C=C(C=C1)F)C)=O 3-(3-(2-((2-((tert-butyldimethylsilyl)oxy)ethyl)amino)-2-oxoacetyl)-4-fluorophenyl)-4-cyclopropyl-2-(4-fluoro-2-methylphenoxy)-5-(trifluoromethyl)benzamide